4-methyl-6-(trimethylstannyl)pyrimidine CC1=NC=NC(=C1)[Sn](C)(C)C